C1(=CC(=CC=C1O)C)C=O para-cresol-formaldehyde